COC=1C=C(C=CC1)C1=CC(=CC=C1)N 3'-methoxy-[1,1'-biphenyl]-3-amine